1-cyanocyclohexylamine-hydrochloride Cl.C(#N)C1(CCCCC1)N